N,N-dioctyl-butanamide C(CCCCCCC)N(C(CCC)=O)CCCCCCCC